1-[[2-(difluoromethoxy)pyridin-4-yl]methyl]-3-[1-(trifluoromethyl)cyclopropyl]urea FC(OC1=NC=CC(=C1)CNC(=O)NC1(CC1)C(F)(F)F)F